N1(CCCC1)C(C(=O)O)CC Pyrrolidin-1-ylbutanoic acid